2-(piperazin-1-yl)benzo[d]thiazol-6-amine N1(CCNCC1)C=1SC2=C(N1)C=CC(=C2)N